tert-butyl 5-(2-benzyloxy-3-pyridyl)-3,6-dihydro-2H-pyridine-1-carboxylate C(C1=CC=CC=C1)OC1=NC=CC=C1C1=CCCN(C1)C(=O)OC(C)(C)C